tert-butyl 1'-(4-((4-(2-(3-chloro-4-(2-chloroethoxy)-5-cyanophenyl)propan-2-yl)phenoxy)methyl)pyrimidin-2-yl)-[4,4'-bipiperidine]-1-carboxylate ClC=1C=C(C=C(C1OCCCl)C#N)C(C)(C)C1=CC=C(OCC2=NC(=NC=C2)N2CCC(CC2)C2CCN(CC2)C(=O)OC(C)(C)C)C=C1